CC1=CC(=NC(=C1)CC(C)(C)C)C(=O)NC1=CC=C(C(=O)OC(C)(C)C)C=C1 tert-Butyl 4-(4-methyl-6-neopentylpicolinamido)benzoate